benzimidazolylphenylamine N1=C(NC2=C1C=CC=C2)NC2=CC=CC=C2